The molecule is a member of the class of chromanes that is 3,4-dihydro-2H-chromene substituted by a carboxy group at position 6, a hydroxy group at position 3, a methyl and a 4-methylpent-3-en-1-yl group at position 2 and a prenyl group at position 8 (the 2S,3S stereoisomer). Isolated from in Myrsine seguinii, it exhibits anti-inflammatory activity. It has a role as a metabolite, an anti-inflammatory agent and an EC 4.4.1.11 (methionine gamma-lyase) inhibitor. It is a member of chromanes, a monocarboxylic acid and a secondary alcohol. CC(=CCC[C@]1([C@H](CC2=C(O1)C(=CC(=C2)C(=O)O)CC=C(C)C)O)C)C